3-(3-methylpiperidin-1-yl)-1-propanol CC1CN(CCC1)CCCO